Tert-Butyl N-[2-[2-[2-[2-[2-(3-amino-2-fluoro-1,1-dimethyl-propoxy)ethoxy]ethoxy]ethoxy]ethoxy]ethyl]carbamate NCC(C(OCCOCCOCCOCCOCCNC(OC(C)(C)C)=O)(C)C)F